ClC1=CNC=2N=C(N=C(C21)N[C@@H]2CC[C@@H](N(C2)C(=O)OCC2=CC=CC=C2)C)NC=2C=NN(C2)CC benzyl (2s,5r)-5-((5-chloro-2-((1-ethyl-1H-pyrazol-4-yl) amino)-7H-pyrrolo[2,3-d]pyrimidin-4-yl) amino)-2-methylpiperidine-1-carboxylate